COC1=C(C=CC(=C1)OC)CN(C=1N=NC(=C2C1N=C(N2CC2=CC=C(C=C2)CNC(OC(C)(C)C)=O)Br)OC(C)C)CC2=C(C=C(C=C2)OC)OC tert-butyl N-[[4-[[7-[bis[(2,4-dimethoxyphenyl)methyl]amino]-2-bromo-4-isopropoxy-imidazo[4,5-d]pyridazin-3-yl]methyl]phenyl]methyl]carbamate